ClC=1C=C(C=CC1Cl)C=1C=C(C(N(N1)C1=CC(=CC=C1)F)=O)C(=O)OC methyl 6-(3,4-dichlorophenyl)-2-(3-fluorophenyl)-3-oxo-2,3-dihydropyridazine-4-carboxylate